tert-butyl ((3R,4R)-4-aminotetrahydro-2H-pyran-3-yl)carbamate N[C@H]1[C@H](COCC1)NC(OC(C)(C)C)=O